FC1=C(C=C(C=C1)C#CC=1SC=CN1)OC(F)(F)F 2-((4-fluoro-3-(trifluoromethoxy)phenyl)ethynyl)thiazole